ClC1=CC=C(C(=N1)C1=NN(C=N1)C)NC(C)C=1C=2C3=C(N(C(C2C=C(C1)C)=O)C)N(N=C3)C3CN(C3)S(=O)(=O)C 9-(1-((6-chloro-2-(1-methyl-1H-1,2,4-triazol-3-yl)pyridin-3-yl)amino)ethyl)-4,7-dimethyl-3-(1-(methylsulfonyl)azetidin-3-yl)-3,4-dihydro-5H-pyrazolo[3,4-c]isoquinolin-5-one